CN(C(=O)SC1=CC(=C(C=C)C=C1)OC)C 4-(N,N-dimethylcarbamylthio)-2-methoxystyrene